[NH2+]1CCOCC1.O1CCN(CC1)CC(=O)[O-] 2-morpholinoacetic acid, morpholinium salt